dichlorobenzylideneruthenium (II) ClC1=C(C(=[Ru])Cl)C=CC=C1